NC=1C(=NC=CN1)C1=NC=2C(=NC(=CC2)C2=NN(N=C2)C)N1C1=CC=C(CN2CCC(CC2)NC2=NC(=NC=C2)C#N)C=C1 4-((1-(4-(2-(3-Aminopyrazin-2-yl)-5-(2-methyl-2H-1,2,3-triazol-4-yl)-3H-imidazo[4,5-b]pyridin-3-yl)benzyl)piperidin-4-yl)amino)pyrimidine-2-carbonitrile